C(C1=CC=CC=C1)S(=O)(=O)NC(=O)C1=NN=C(N1C1=C(C=CC=C1OC)OC)C1=NC(=CC=C1)OC1CC1 N-(benzylsulfonyl)-5-(6-cyclopropoxypyridin-2-yl)-4-(2,6-dimethoxyphenyl)-4H-1,2,4-triazole-3-carboxamide